FC1(CN(C1)C([C@@H](C)NC(OC(C)(C)C)=O)=O)F tert-butyl (R)-(1-(3,3-difluoroazetidin-1-yl)-1-oxopropan-2-yl)carbamate